6-[4-[(3S)-3-(5-Cyano-3-pyridyl)isoxazolidine-2-carbonyl]-1-piperidyl]pyrimidine-4-carboxamide C(#N)C=1C=C(C=NC1)[C@H]1N(OCC1)C(=O)C1CCN(CC1)C1=CC(=NC=N1)C(=O)N